4-[(1S)-1-[[4,4-Difluoro-1-(2-phenoxyethylamino)cyclohexanecarbonyl]amino]ethyl]benzoic acid, hydrochloride Cl.FC1(CCC(CC1)(C(=O)N[C@@H](C)C1=CC=C(C(=O)O)C=C1)NCCOC1=CC=CC=C1)F